tert-butyl 2-(benzofuran-6-carbonyl)-2,7-diazaspiro[3.5]nonane-7-carboxylate O1C=CC2=C1C=C(C=C2)C(=O)N2CC1(C2)CCN(CC1)C(=O)OC(C)(C)C